3-(4,4-difluoropiperidin-1-yl)-5-(1-(4-(ethylsulfanyl)-2-(6-azaspiro[2.5]oct-6-yl)phenyl)-1H-1,2,3-triazol-4-yl)pyrazine 1-oxide FC1(CCN(CC1)C=1C=[N+](C=C(N1)C=1N=NN(C1)C1=C(C=C(C=C1)SCC)N1CCC2(CC2)CC1)[O-])F